FC1(CCC(CC1)C1=C(C(=NC(=C1)N1CC2=CC=C(C=C2CC1)F)F)NC(CC(C)(C)C)=O)F N-(4-(4,4-difluorocyclohexyl)-2-fluoro-6-(6-fluoro-3,4-dihydroisoquinolin-2(1H)-yl)pyridin-3-yl)-3,3-dimethylbutanamide